N-(4-(trifluoromethyl)benzyl)chroman-3-carboxamide FC(C1=CC=C(CNC(=O)C2COC3=CC=CC=C3C2)C=C1)(F)F